OC=1C=C(C=CC1)C=CC(=O)O m-hydroxybenzeneacrylic acid